2-(N-quinolin-8-ylsulfamoyl)nicotinamide N1=CC=CC2=CC=CC(=C12)NS(=O)(=O)C1=C(C(=O)N)C=CC=N1